1-(4,4-difluoro-1-methylpyrrolidin-3-yl)-2-[(4-methyl-2H-1,2,3-triazol-2-yl)methyl]-1H-imidazo[4,5-c]quinoline-8-carbonitrile FC1(C(CN(C1)C)N1C(=NC=2C=NC=3C=CC(=CC3C21)C#N)CN2N=CC(=N2)C)F